FC=1C=C2C(C[C@H]([C@@H](C2=CC1F)NC(=O)NC=1C(=NC(=C(C1)C)C=1C=NN(C1)C)C1=CC=CC=C1)O)(C)C ((1R,2R)-6,7-difluoro-2-hydroxy-4,4-dimethyl-1,2,3,4-tetrahydronaphthalen-1-yl)-3-(5-methyl-6-(1-methyl-1H-pyrazol-4-yl)-2-phenylpyridin-3-yl)urea